3,4,5-trihydroxy-N-(2-hydroxyethyl)benzamide OC=1C=C(C(=O)NCCO)C=C(C1O)O